2-phenyl-1-(piperazin-1-yl)ethanone C1(=CC=CC=C1)CC(=O)N1CCNCC1